bis(2,2-difluoroethyl)sulfate FC(COS(=O)(=O)OCC(F)F)F